N-((1r,3r)-3-(6-(((1-(6-((2-(2,6-dioxopiperidin-3-yl)-1,3-dioxoisoindoline-5-yl)amino)hexanoyl)piperidin-4-yl)methyl)amino)-9H-purin-9-yl)cyclobutyl)-6-methylpicolinamide O=C1NC(CC[C@H]1N1C(C2=CC=C(C=C2C1=O)NCCCCCC(=O)N1CCC(CC1)CNC1=C2N=CN(C2=NC=N1)C1CC(C1)NC(C1=NC(=CC=C1)C)=O)=O)=O